lithium alloyl-nickel C(C=C)(=O)[Ni].[Li]